CC1=C(C(=CC(=C1)C)C)S(=O)(=O)[O-].N[N+]1=CC(=CC=C1)Cl 1-amino-3-chloropyridin-1-ium 2,4,6-trimethylbenzenesulfonate